(P)-6-[4-[4-(aminomethyl)-1-oxo-2H-phthalazin-6-yl]-2-methyl-pyrazol-3-yl]-7-fluoro-2,3-dihydro-1,4-benzodioxine-5-carbonitrile NCC1=NNC(C2=CC=C(C=C12)C1=C(N(N=C1)C)C1=C(C2=C(OCCO2)C=C1F)C#N)=O